C(#N)C=1C=C(C=CC1)NS(=O)(=O)C=1C=C(C=CC1OC)NC(=O)C1=CN=C(O1)C1=CC=CC=C1 N-(3-(N-(3-cyanophenyl)sulfamoyl)-4-methoxyphenyl)-2-phenyloxazole-5-carboxamide